α-Ionon CC1=CCCC(C1/C=C/C(=O)C)(C)C